N-((1r,4r)-4-((4-methoxy-5-(1-methyl-1H-benzo[d][1,2,3]triazol-6-yl)-7H-pyrrolo[2,3-d]pyrimidin-2-yl)amino)-1-methylcyclohexyl)acetamide COC=1C2=C(N=C(N1)NC1CCC(CC1)(C)NC(C)=O)NC=C2C=2C=CC1=C(N(N=N1)C)C2